C1(CC1)[C@@H](C)[NH-] ((R)-1-cyclopropyl-ethyl)-amide